BrCC(=CC(=O)OC(C)(C)C)CBr Tert-butyl 4-bromo-3-(bromomethyl)-2-butenoate